(5-Bromo-1-(tetrahydrofuran-3-yl)-1H-benzo[d][1,2,3]triazol-4-yl)methanol BrC1=C(C2=C(N(N=N2)C2COCC2)C=C1)CO